C(C)(=O)[O-].C(C)(=O)[O-].C(CN)N.[Na+].[Na+] disodium ethylenediamine diacetate